ClC1=CC=2NC(=C(C2S1)S(=O)(=O)O)C(=O)OCC 2-chloro-5-(ethoxycarbonyl)-4H-thieno[3,2-b]pyrrole-6-sulfonic acid